ClC1=C2C(N(C(NC2=C(C=C1)S(=O)(=O)C1=CC=C2C=CN(C2=C1)CCC1CCCC1)=O)O)=O 5-chloro-8-((1-(2-cyclopentylethyl)-1H-indol-6-yl)sulfonyl)-3-hydroxyquinazoline-2,4(1H,3H)-dione